2-Chlorocyclopent-1-ene-1-carboxaldehyde ClC1=C(CCC1)C=O